FC(C1=NC2=CC=CC=C2C(=C1)N[C@@H]1C[C@@H](CCC1)NC(=O)C=1N=C2N(C=CN=C2)C1)(F)F N-[(1R,3S)-3-{[2-(trifluoromethyl)quinolin-4-yl]amino}cyclohexyl]imidazo[1,2-a]pyrazine-2-carboxamide